bis(2-butyloctyl) 5,5'-(((3R,4S)-1-(5-hydroxypentyl)pyrrolidine-3,4-diyl)bis(oxy))dipentanoate OCCCCCN1C[C@H]([C@H](C1)OCCCCC(=O)OCC(CCCCCC)CCCC)OCCCCC(=O)OCC(CCCCCC)CCCC